P(=O)(OCCCCCC1CCCCCCCCCCCCCC1)(OCC[N+](C)(C)C)[O-] 5-cyclopentadecylpentyl (2-(trimethylammonio) ethyl) phosphate